O=C1N(CCC12C1CN(CC2CC1)C(=O)OC(C)(C)C)C=1C=NC=C(C1)C(F)(F)F tert-butyl 2'-oxo-1'-(5-(trifluoromethyl)pyridin-3-yl)-3-azaspiro[bicyclo[3.2.1]octane-8,3'-pyrrolidine]-3-carboxylate